COC=1C=C2C(=CN(C(C2=CC1OC)=O)C1=CC=C2CCC(NC2=C1)=O)C(=O)N1CCCCC1 7-(6,7-dimethoxy-1-oxo-4-(piperidine-1-carbonyl)isoquinolin-2(1H)-yl)-3,4-dihydroquinolin-2(1H)-one